3,4,5-Tri(dodecyloxy)benzoic acid C(CCCCCCCCCCC)OC=1C=C(C(=O)O)C=C(C1OCCCCCCCCCCCC)OCCCCCCCCCCCC